C(CCCCCCCCC)OC(=O)SSCC(=O)OC1=C(C=C(C=C1)CC1=C(C=C(C=C1C)OC[P@]1(OCC[C@H](O1)C1=CC(=CC=C1)Cl)=O)C)C(C)C 4-(4-(((2R,4S)-4-(3-chlorophenyl)-2-oxido-1,3,2-dioxaphosphinan-2-yl)methoxy)-2,6-dimethylbenzyl)-2-isopropylphenyl 2-(((decyloxy)carbonyl)disulfaneyl)acetate